Di-methoxybenzol COC1=C(C=CC=C1)OC